C(CN([C@@H](CO)C(=O)O)CC(=O)O)(=O)O serine-N,N-diacetic acid